ClC1=C(C=C(C=C1)C1=CN=CC(=N1)CN1C(O[C@H](C1)C(=O)NC)=O)OC(F)F |r| (R/S)-3-[[6-[4-Chloro-3-(difluoromethoxy)phenyl]pyrazin-2-yl]methyl]-N-methyl-2-oxo-oxazolidine-5-carboxamide